C(C1=CC=CC=C1)OC=1C(=NC=C(C1C)C=1C=NN(C1)C1=CC=CC=C1)C(=O)O 3-(benzyloxy)-4-methyl-5-(1-phenyl-1H-pyrazol-4-yl)picolinic acid